6-isopropyl-5-(8-methoxy-[1,2,4]triazolo[1,5-a]pyridin-6-yl)-1-((1s,4s)-4-((tetrahydro-2H-pyran-4-yl)amino)cyclohexyl)-1,3-dihydro-2H-benzo[d]imidazol-2-one C(C)(C)C=1C(=CC2=C(N(C(N2)=O)C2CCC(CC2)NC2CCOCC2)C1)C=1C=C(C=2N(C1)N=CN2)OC